tert-butyl (3-((perfluorophenyl)thio)propyl)carbamate FC1=C(C(=C(C(=C1F)F)F)F)SCCCNC(OC(C)(C)C)=O